2-[4-(4-chlorophenyl)-5-(pyridin-4-yl)-1H-imidazol-1-yl]-N-methyl-N-{5-oxa-2-azaspiro[3.4]octan-7-yl}acetamide ClC1=CC=C(C=C1)C=1N=CN(C1C1=CC=NC=C1)CC(=O)N(C1COC2(CNC2)C1)C